1-(3-methylphenyl)-1H-1,2,3-triazole CC=1C=C(C=CC1)N1N=NC=C1